(2-(cyclopentylmethoxy)-4,6-difluorophenyl)methylamine C1(CCCC1)COC1=C(C(=CC(=C1)F)F)CN